4-(2-methoxyphenyl)-6-methyl-N-(thiazolo[4,5-c]pyridin-2-yl)nicotinamide COC1=C(C=CC=C1)C1=CC(=NC=C1C(=O)NC=1SC2=C(C=NC=C2)N1)C